2-methyl-5-[2-(piperidin-4-yl)[1,3]thiazolo[4,5-c]pyridin-6-yl]-2H-indazole CN1N=C2C=CC(=CC2=C1)C1=CC2=C(C=N1)N=C(S2)C2CCNCC2